COC(OC)(OC)[SiH2]C=C trimethoxymethyl-vinyl-silane